NC1=NC(=NC=C1)N1CC([C@](CC1)(O)C)(F)F (4S)-1-(4-aminopyrimidin-2-yl)-3,3-difluoro-4-methylpiperidin-4-ol